2-(4-((R and S)-1-(((R)-((R)-8-cyano-3,4-dihydro-2H-benzo[b][1,4]oxazin-2-yl)(phenyl)methyl)amino)propan-2-yl)phenyl)acetic acid C(#N)C1=CC=CC2=C1O[C@H](CN2)[C@@H](C2=CC=CC=C2)NC[C@H](C)C2=CC=C(C=C2)CC(=O)O |&1:21|